COC1=C(C=C(C=C1)C)[C@@]1([C@@H](C1)C1=NC=C(N=C1)OC)C(=O)NS(=O)(=O)C=1C=2C=CC(=NC2C=CC1)C |r| rac-(1r,2r)-1-(2-methoxy-5-methylphenyl)-2-(5-methoxypyrazin-2-yl)-N-(2-methylquinoline-5-sulfonyl)cyclopropane-1-carboxamide